BrC=1C(N(C(=C(C1)C1=C(C=CC(=C1)OC)Cl)C1=C(C=CC=C1F)F)CC(F)F)=O 3-bromo-5-(2-chloro-5-methoxyphenyl)-1-(2,2-difluoroethyl)-6-(2,6-difluorophenyl)pyridin-2(1H)-one